C1=CC=CC=2C3=CC=CC=C3C(C12)COC(=O)N([C@H](C(=O)O)CCC=1C=NC=CC1)C (2S)-2-[9H-fluoren-9-ylmethoxycarbonyl-(methyl)amino]-4-pyridin-3-yl-butyric acid